tert-butyl (4-(4-(4-chloro-7,7-dimethyl-5-oxo-5,7-dihydroindolo[1,2-a]quinazolin-10-yl)piperidin-1-yl)cyclohexyl)carbamate ClC=1C=2C(N=C3N(C2C=CC1)C1=CC(=CC=C1C3(C)C)C3CCN(CC3)C3CCC(CC3)NC(OC(C)(C)C)=O)=O